3-(3-fluoro-4-(3-(1-nitrosopiperidin-4-yl)pyrrolidin-1-yl)phenyl)piperidine-2,6-dione FC=1C=C(C=CC1N1CC(CC1)C1CCN(CC1)N=O)C1C(NC(CC1)=O)=O